ClC1=CC=C(S1)CNC1=CC(=NN1C(C(C)(C)C)=O)C1NCCN(C1)CC=1OC=C(N1)CO 1-(5-{[(5-chlorothiophen-2-yl)methyl]amino}-3-(4-{[4-(hydroxymethyl)-1,3-oxazol-2-yl]methyl}piperazin-2-yl)-1H-pyrazol-1-yl)-2,2-dimethylpropan-1-one